CC([C@@H](C(=O)N1[C@@H](C[C@H](C1)O)C(=O)NCC1=CC=C(C=C1)C1=C(N=CS1)C)NC(C=O)=O)(C)C (2S,4R)-1-((S)-3,3-dimethyl-2-(2-oxoacetamido)butyryl)-4-hydroxy-N-(4-(4-methylthiazol-5-yl)benzyl)pyrrolidine-2-carboxamide